phenylmethyl 3-(cyclopropylamino)-1-pyrrolidinecarboxylate C1(CC1)NC1CN(CC1)C(=O)OCC1=CC=CC=C1